N-{4-(2-phenyl-benzooxazol-6-yl)-phenyl}-N-phenyl-N-{4'-(2-phenyl-benzooxazol-6-yl)-[1,1']biphenyl-4-yl}-amine C1(=CC=CC=C1)C=1OC2=C(N1)C=CC(=C2)C2=CC=C(C=C2)N(C2=CC=C(C=C2)C2=CC=C(C=C2)C2=CC1=C(N=C(O1)C1=CC=CC=C1)C=C2)C2=CC=CC=C2